[3-[(2R,6S)-2,6-Dimethylmorpholin-4-carbonyl]-5,6-dihydrocyclopenta[c]pyrazol-1(4H)-yl]-1-[4-(3-fluoro-4-methylphenyl)piperazin-1-yl]ethan-1-on C[C@@H]1CN(C[C@@H](O1)C)C(=O)C=1C2=C(N(N1)CC(=O)N1CCN(CC1)C1=CC(=C(C=C1)C)F)CCC2